ClC1=C(C=CC=C1Cl)N1[C@@H](CN(CC1)CCC1CC(C1)NC(OC(C)(C)C)=O)C Tert-butyl (R)-(3-(2-(4-(2,3-dichlorophenyl)-3-methylpiperazin-1-yl)ethyl)cyclobutyl)carbamate